t-hexyl peroxide C(C)(C)(CCC)OOC(C)(C)CCC